[Rh+3].FC(S(=O)(=O)[O-])(F)F.C1=CCCC=CCC1.C1=CCCC=CCC1.FC(S(=O)(=O)[O-])(F)F.FC(S(=O)(=O)[O-])(F)F bis(1,5-cyclooctadiene) trifluoromethanesulfonate rhodium